N,N-bis(2,4-dimethoxybenzyl)-5-(3-hydroxytetrahydrofuran-3-yl)-2-methoxybenzenesulfonamide COC1=C(CN(S(=O)(=O)C2=C(C=CC(=C2)C2(COCC2)O)OC)CC2=C(C=C(C=C2)OC)OC)C=CC(=C1)OC